ClC1=CC=C(C=C1)[C@@H](CN(C)C)NS(=O)(=O)C1=CC=C(C=C1)OC1=CC=C(C=C1)C(F)(F)F (S)-N-(1-(4-chlorophenyl)-2-(dimethylamino)ethyl)-4-(4-(trifluoromethyl)phenoxy)benzenesulfonamide